C(C)(C)(C)OC(=O)N[C@H](C(=O)O)COC(C)C (S)-2-((tert-butoxycarbonyl)amino)-3-isopropoxypropanoic acid